5-Bromo-6-methyl-2,3-dihydro-1H-inden-4-ol BrC1=C(C=2CCCC2C=C1C)O